4'-Methoxy-3,5-dimethyl-1,1'-biphenyl COC1=CC=C(C=C1)C1=CC(=CC(=C1)C)C